3-(6-(4-((1-(2-(6,6-dimethyl-4,5,6,7-tetrahydro-1H-indazol-3-yl)-1H-indole-6-carbonyl)piperidin-4-yl)methyl)-1,4-diazepan-1-yl)pyridin-3-yl)piperidine-2,6-dione CC1(CCC=2C(=NNC2C1)C=1NC2=CC(=CC=C2C1)C(=O)N1CCC(CC1)CN1CCN(CCC1)C1=CC=C(C=N1)C1C(NC(CC1)=O)=O)C